1,7-dibromo-6-iodonaphthalene BrC1=CC=CC2=CC(=C(C=C12)Br)I